COC(=O)N1[C@H](CCC2=C3C(=CC=C12)N(C(=N3)[C@@H](CC3=CC=CC=C3)C)C3CCC(CC3)C(=O)O)C 4-[(7S)-6-(methoxycarbonyl)-7-methyl-2-[(2R)-1-phenylpropan-2-yl]-3H,6H,7H,8H,9H-imidazo[4,5-f]quinolin-3-yl]cyclohexane-1-carboxylic acid